((4-(pyridin-4-yl)thiazol-2-yl)amino)benzenesulfonic acid N1=CC=C(C=C1)C=1N=C(SC1)NC1=C(C=CC=C1)S(=O)(=O)O